tert-butyl 5-[(4-{[3-(4-aminophenyl)-1-tert-butyl-4-cyano-1H-pyrazol-5-yl]amino} pyridin-2-yl)oxy]pentanoate NC1=CC=C(C=C1)C1=NN(C(=C1C#N)NC1=CC(=NC=C1)OCCCCC(=O)OC(C)(C)C)C(C)(C)C